C(C)(=O)C=1C=C(OC=2C=CC(=C(C2)NC(=O)C2N(C(CC2)=O)C)OC)C=CC1 N-(5-(3-Acetylphenoxy)-2-methoxyphenyl)-1-methyl-5-oxopyrrolidine-2-carboxamide